tert-butyl 3-formyl-4-methoxypyrrolidine-1-carboxylate C(=O)C1CN(CC1OC)C(=O)OC(C)(C)C